2-(4-Fluorophenyl)-N-{4-[(7R)-5-methyl-4-oxo-3-(1,3-thiazol-4-ylamino)-7-(2,2,2-trifluoroethyl)-4,5,6,7-tetrahydro-1H-pyrrolo[3,2-c]pyridin-2-yl]pyridin-2-yl}acetamid FC1=CC=C(C=C1)CC(=O)NC1=NC=CC(=C1)C1=C(C=2C(N(C[C@H](C2N1)CC(F)(F)F)C)=O)NC=1N=CSC1